(R,Z)-N-(1-(3,6-dimethyl-2,4-dioxo-1,2,3,4-tetrahydroquinazolin-8-yl)ethylidene)-2-methylpropane-2-sulfinamide CN1C(NC2=C(C=C(C=C2C1=O)C)\C(\C)=N/[S@](=O)C(C)(C)C)=O